N-ethylcarboxyamine hydrochloride Cl.C(C)NC(=O)O